2-ethyl-1-vinylcyclohexyl acetate C(C)(=O)OC1(C(CCCC1)CC)C=C